(2E)-1-(2-Hydroxy-4-methoxyphenyl)-3-(2,3,4,5-tetrahydro-1,6-benzodioxocin-8-YL)prop-2-EN-1-one OC1=C(C=CC(=C1)OC)C(\C=C\C1=CC2=C(OCCCCO2)C=C1)=O